2-tert-butyl-4-(3-methylimidazol-4-yl)phenol C(C)(C)(C)C1=C(C=CC(=C1)C=1N(C=NC1)C)O